The molecule is a member of the class of 2,5-diketopiperazines that is piperazine-2,5-dione in which one hydrogen at position 3 and one hydrogen at position 6 are replaced by p-hydroxybenzyl groups. C1=CC(=CC=C1CC2C(=O)NC(C(=O)N2)CC3=CC=C(C=C3)O)O